ethyl 2-(((5-bromo-1,3,4-thiadiazol-2-yl)methyl)(2-oxoethyl)amino)-2-oxoacetate BrC1=NN=C(S1)CN(C(C(=O)OCC)=O)CC=O